tert-butyl (5-azaspiro[2.5]octan-8-yl)carbamate C1CC12CNCCC2NC(OC(C)(C)C)=O